C1(CC1)C1=C(C=C(C=C1OC(C)(C)C)C1CC1)O 2,5-Dicyclopropyl-3-[(2-methylpropan-2-yl)oxy]phenol